2-(((2S,4s,6S)-6-((4-(4-methoxyphenyl)thiazol-2-yl)amino)spiro[3.3]heptan-2-yl)oxy)nicotinamide COC1=CC=C(C=C1)C=1N=C(SC1)NC1CC2(CC(C2)OC2=C(C(=O)N)C=CC=N2)C1